O=C1[C@H]2[C@@H]3CC[C@H]([C@@H](CCCC(C)C)C)[C@]3(CC[C@@H]2[C@]2(CC[C@@H](CC2=C1)O)C)C 7-Ketocholesterol